FC=1C=C(C=NC1)C1N(OCC1)C(=O)C1CCN(CC1)C1=CC(=NC=N1)C(=O)N 6-[4-[3-(5-fluoro-3-pyridinyl)isoxazolidine-2-carbonyl]-1-piperidinyl]pyrimidine-4-carboxamide